C(C)(C)(C)OC(=O)N([C@H]1CN(CC1)C1=NC(=NC2=C1OC[C@H](N2C(=O)OC(C)(C)C)C(C)C)Cl)C tert-butyl (R)-4-((R)-3-((tert-butoxycarbonyl)(methyl)amino)pyrrolidin-1-yl)-2-chloro-7-isopropyl-6,7-dihydro-8H-pyrimido[5,4-b][1,4]oxazine-8-carboxylate